C(C)OC(\C(=C(\C)/NC1=CC(=CC=C1)OC)\C1=CC=C(C=C1)Br)=O.BrC1=CC=C(C=C1)C1=C(NC2=CC(=CC=C2C1=O)OC)C 3-(4-Bromophenyl)-7-methoxy-2-methylquinolin-4(1H)-one Ethyl-(Z)-2-(4-bromophenyl)-3-((3-methoxyphenyl)amino)but-2-enoate